8-(1-Benzyl-1H-pyrazol-4-yl)-6-bromo-9-ethyl-1-methyl-9H-pyrido[3,4-b]indole C(C1=CC=CC=C1)N1N=CC(=C1)C=1C=C(C=C2C3=C(N(C12)CC)C(=NC=C3)C)Br